acrylic acid monohydroxy ester OOC(C=C)=O